3-amino-2-((tert-butyldimethylsilyl)oxy)-1-((S)-6,8-dichloro-1-methyl-3,4-dihydroisoquinolin-2(1H)-yl)propan-1-one NCC(C(=O)N1[C@H](C2=C(C=C(C=C2CC1)Cl)Cl)C)O[Si](C)(C)C(C)(C)C